(3S,4R,5R)-1-(((R)-1-(2-(trifluoromethyl)pyridin-3-yl)piperidin-3-yl)methyl)piperidine-3,4,5-triol FC(C1=NC=CC=C1N1C[C@H](CCC1)CN1C[C@@H](C([C@@H](C1)O)O)O)(F)F